(R)-2-(2-(3-Amino-4,4-difluoropiperidin-1-yl)-6-fluoro-1H-benzo[d]imidazol-1-yl)-N-methyl-N-(2,2,2-trifluoroethyl)acetamid N[C@@H]1CN(CCC1(F)F)C1=NC2=C(N1CC(=O)N(CC(F)(F)F)C)C=C(C=C2)F